(2S,4R)-1-[(2R)-2-{3-[4-(1,3-dioxolan-2-yl)piperidin-1-yl]-1,2-oxazol-5-yl}-3-methylbutanoyl]-4-hydroxy-N-[(1S)-1-[4-(4-methyl-1,3-thiazol-5-yl)phenyl]ethyl]pyrrolidine-2-carboxamide O1C(OCC1)C1CCN(CC1)C1=NOC(=C1)[C@H](C(=O)N1[C@@H](C[C@H](C1)O)C(=O)N[C@@H](C)C1=CC=C(C=C1)C1=C(N=CS1)C)C(C)C